C1(CC1)C1=CC=C(C=N1)CN1C2CN(CC1C2)C2=CC=C(C=N2)C=2C=1N(C=C(C2)OCC(C)(C)O)N=CC1C#N 4-(6-(6-((6-cyclopropylpyridin-3-yl)methyl)-3,6-diazabicyclo[3.1.1]heptan-3-yl)pyridin-3-yl)-6-(2-hydroxy-2-methylpropyloxy)pyrazolo[1,5-a]pyridine-3-carbonitrile